2-Allyl-6-chloro-1,2-dihydro-3H-pyrazolo[3,4-b]pyridin-3-one C(C=C)N1NC2=NC(=CC=C2C1=O)Cl